C(C)(C)(C)C([C-]1C=CC=C1)(P)C(C)(C)C.[C-]1(C=CC=C1)C(P)(C(C)(C)C)C(C)(C)C.[Fe+2] 1,1'-bis(di-tertiary butyl-phosphinomethyl)ferrocene